C(C)C1=C(N=C(O1)C1=CC=C(C=C1)OC)CCOC=1C=C2CC[C@H](C2=CC1)CC(=O)O (S)-2-(5-(2-(5-ethyl-2-(4-methoxyphenyl)oxazol-4-yl)ethoxy)-2,3-dihydro-1H-inden-1-yl)acetic acid